2-bromo-1-fluoro-4-isopropoxybenzene calcium [Ca].BrC1=C(C=CC(=C1)OC(C)C)F